pyridazine-6-one N1N=CC=CC1=O